ClC=1C=CC(=C(C(=O)O)C1)CN1[C@@](C2=CC=C(C=C2C1=O)C(C)(C)O)(OCC1(CC1)CO)C1=CC=C(C=C1)Cl 5-chloro-2-{[(1R)-1-(4-chlorophenyl)-1-([1-(hydroxymethyl)cyclopropyl]methoxy)-5-(2-hydroxypropan-2-yl)-oxo-2,3-dihydro-1H-isoindol-2-yl]methyl}benzoic acid